6-(3-isopropyl-5-(4-(2-(methylsulfonyl)ethyl)piperazin-1-yl)-1H-pyrrolo[2,3-c]pyridin-2-yl)-8-methoxy-[1,2,4]triazolo[1,5-a]pyridine C(C)(C)C1=C(NC2=CN=C(C=C21)N2CCN(CC2)CCS(=O)(=O)C)C=2C=C(C=1N(C2)N=CN1)OC